5-(4-(3,5-dimethylphenyl)-3,5,6-tris(3,6-diphenyl-9H-carbazol-9-yl)pyridin-2-yl)-10-phenyl-5,10-dihydrophenazine CC=1C=C(C=C(C1)C)C1=C(C(=NC(=C1N1C2=CC=C(C=C2C=2C=C(C=CC12)C1=CC=CC=C1)C1=CC=CC=C1)N1C2=CC=C(C=C2C=2C=C(C=CC12)C1=CC=CC=C1)C1=CC=CC=C1)N1C=2C=CC=CC2N(C2=CC=CC=C12)C1=CC=CC=C1)N1C2=CC=C(C=C2C=2C=C(C=CC12)C1=CC=CC=C1)C1=CC=CC=C1